C(C=1C(O)=CC=CC1)=NCCN=CC=1C(O)=CC=CC1 N,N'-disalicylideneethylenediamine